cyclohexyl (S)-8-(hydroxycarbamoyl)-3-methyl-2,3-dihydrobenzo[f][1,4]oxazepine-4(5H)-carboxylate ONC(=O)C1=CC2=C(CN([C@H](CO2)C)C(=O)OC2CCCCC2)C=C1